C1(=CC=C(C=C1)S(=O)(=O)N1C2CN(C(C1)C2)C(=O)OC(C)(C)C)C2=CC=CC=C2 tert-Butyl 5-([1,1'-biphenyl]-4-ylsulfonyl)-2,5-diazabicyclo[2.2.1]heptane-2-carboxylate